6-methoxy-N-methyl-2(3H)-benzoxazolone COC1=CC2=C(N(C(O2)=O)C)C=C1